chloro-N-(3'-methoxy-4'-(trifluoromethyl)-[1,1'-biphenyl]-3-yl)-N-methyl-[1,2,4]triazolo[4,3-a]quinazolin-5-amine ClC1=NN=C2N1C1=CC=CC=C1C(=N2)N(C)C=2C=C(C=CC2)C2=CC(=C(C=C2)C(F)(F)F)OC